N-(1-(5-(2-((Dimethylamino)methyl)-4-(trifluoromethyl)phenyl)thiophen-2-yl)ethyl)-6,7-dimethoxy-2-methylquinazoline CN(C)CC1=C(C=CC(=C1)C(F)(F)F)C1=CC=C(S1)C(C)N1C(N=CC2=CC(=C(C=C12)OC)OC)C